C(C)(C)(C)OC(=O)C1=C(N=C(S1)NC)C 4-methyl-2-(methylamino)thiazole-5-carboxylic acid tert-butyl ester